N1N=C(C=C1)CN(CC1=C(C=C(C=C1)F)Br)CC=1C=2N(C=CN1)C=NN2 N-((1H-pyrazol-3-yl)methyl)-1-([1,2,4]triazolo[4,3-a]pyrazin-8-yl)-N-(2-bromo-4-fluorobenzyl)methylamine